C(C)SC=1C2=C(SC1C(=O)O)CCC2 3-(ethylsulfanyl)-5,6-dihydro-4H-cyclopenta[b]thiophene-2-carboxylic acid